(R)-4-(4-(2-(5-amino-8-(furan-2-yl)-2-oxothiazolo[5,4-e][1,2,4]triazolo[1,5-c]pyrimidin-3(2H)-yl)ethyl)piperazin-1-yl)-3-fluoro-N-(2-(methylsulfinyl)ethyl)benzamide NC1=NC2=C(C=3N1N=C(N3)C=3OC=CC3)SC(N2CCN2CCN(CC2)C2=C(C=C(C(=O)NCC[S@](=O)C)C=C2)F)=O